3-({[(1R)-6-[(4-hydroxyphenyl)(methyl)amino]-1,2,3,4-tetrahydronaphthalen-1-yl]methyl}amino)pyridine-4-carboxylic acid OC1=CC=C(C=C1)N(C=1C=C2CCC[C@H](C2=CC1)CNC=1C=NC=CC1C(=O)O)C